O[C@@H]1C[C@H](N(C1)C([C@H](C(C)C)C1=CC(=NO1)O)=O)C(=O)N[C@@H](C)C1=CC=C(C=C1)C1=C(N=CS1)C (2S,4R)-4-hydroxy-1-((R)-2-(3-hydroxyisoxazol-5-yl)-3-methylbutanoyl)-N-((S)-1-(4-(4-methylthiazol-5-yl)phenyl)ethyl)pyrrolidine-2-carboxamide